Cl.NC1=C(C=C(C=C1)[N+](=O)[O-])N 1,2-diamino-4-nitrobenzene hydrochloride